CC1C(C1C1=CC=NN1)C(=O)N 2-methyl-3-(1H-pyrazol-5-yl)cyclopropane-1-carboxamide